(3R,4S)-3-cyclopropyl-1-[6-(6-fluoropyridin-3-yl)pyrazolo[1,5-a]pyrazin-4-yl]-4-methyl-2-oxopyrrolidine-3-carbonitrile C1(CC1)[C@]1(C(N(C[C@H]1C)C=1C=2N(C=C(N1)C=1C=NC(=CC1)F)N=CC2)=O)C#N